BrC(C(=O)NC=1C=C(C(=CC1O)F)C1=C(C(=C(C(=C1F)CCO)F)F)F)(F)F 2-bromo-2,2-difluoro-N-[2',3',4',6,6'-pentafluoro-4-hydroxy-5'-(2-hydroxyethyl)-[1,1'-biphenyl]-3-yl]acetamide